1-(difluoromethoxy)-3-methoxy-5-methylbenzene FC(OC1=CC(=CC(=C1)C)OC)F